CC1=CC=C(C=C1)S(=O)(=O)O.C(C)S1(NC(C2=NC=C(C=C21)C2(CC2)C#N)=N)=O 1-[(1R)-1-ethyl-3-imino-1-oxo-isothiazolo[4,5-b]pyridin-6-yl]cyclopropanecarbonitrile 4-methylbenzenesulfonic acid salt